COC([C@H](N)CS)=O D-Cysteine methyl ester